C1(CCC1)C(=O)OC[C@@H](CCC=C(C)C)C (R)-2,6-dimethylhept-5-en-1-yl cyclobutanecarboxylate